1-[1-(3,5-dimethylphenyl)cyclopentyl]methylamine CC=1C=C(C=C(C1)C)C1(CCCC1)CN